ClC1=C(C(=NC(=C1[2H])[2H])N)[2H] 4-chloropyridine-3,5,6-d3-2-amine